5-[2-methoxy-4-(trifluoromethyl)phenyl]-1,3-oxazol COC1=C(C=CC(=C1)C(F)(F)F)C1=CN=CO1